ClC=1SC(=CN1)C#N 2-chlorothiazole-5-carbonitrile